C(C=C)(=O)OCCCCCCCCCCCCCCCCCCC[Si](Br)(Br)Br acryloyloxynonadecyl-tribromosilane